tert-butyl 2,2-dimethyl-4-methanesulfonyloxypiperidine-1-carboxylate CC1(N(CCC(C1)OS(=O)(=O)C)C(=O)OC(C)(C)C)C